FC1CN(C1)C(=O)C=1C=C2C(=NN=C(C2=CC1NC)NC(C)C=1C(=C(C#N)C=CC1)C)C 3-(1-((6-(3-fluoroazetidine-1-carbonyl)-4-methyl-7-(methylamino)phthalazin-1-yl)amino)ethyl)-2-methylbenzonitrile